Lithium (2S)-2-cyclohexyl-2-{[2-(pyridin-4-yl)acetyl]amino}acetate C1(CCCCC1)[C@@H](C(=O)[O-])NC(CC1=CC=NC=C1)=O.[Li+]